O1C(=NC=C1)NC=O oxazolyl-formamide